(±)-trans-N-[8-chloro-6-(1H-pyrrolo[2,3-b]pyridin-4-yl)-3-isoquinolyl]-2-cyano-cyclopropanecarboxamide ClC=1C=C(C=C2C=C(N=CC12)NC(=O)[C@H]1[C@@H](C1)C#N)C1=C2C(=NC=C1)NC=C2 |r|